N-Benzyl-1,3-bis-(aminomethyl)benzol C(C1=CC=CC=C1)NCC1=CC(=CC=C1)CN